C(C)(=O)OC(C(=O)OCC(CCC)C)(C)C 2-methylpentyl α-acetoxyisobutyrate